3-chloro-5-[2-chloro-3-[(7S)-3-(3,5-difluorophenyl)-2,7-dimethyl-5,7-dihydro-4H-pyrazolo[3,4-c]pyridine-6-carbonyl]-5-fluoro-phenyl]-3H-pyridin-2-one ClC1C(N=CC(=C1)C1=C(C(=CC(=C1)F)C(=O)N1[C@H](C=2C(CC1)=C(N(N2)C)C2=CC(=CC(=C2)F)F)C)Cl)=O